N,N'-bisacryloyl-1,2-dihydroxy-1,2-ethylenediamine C(C=C)(=O)NC(C(NC(C=C)=O)O)O